OC1(CCC(CC1)N1CCC2N(CCC21)C(CNC(C2=NC=CC(=C2)C(F)(F)F)=O)=O)C2=NC=C(C=C2)C2=NC=CC=N2 N-(2-(4-(4-hydroxy-4-(5-(pyrimidin-2-yl)pyridin-2-yl)cyclohexyl)hexahydropyrrolo[3,2-b]pyrrol-1(2H)-yl)-2-oxoethyl)-4-(trifluoromethyl)picolinamide